BrC1=C(C=C(C=C1)C(F)(F)F)S(=O)(C)=N [2-Bromo-5-(trifluoromethyl)phenyl]-imino-methyl-oxo-λ6-sulfane